Cl.N[C@H]1[C@H](COC1)C(=O)NC1=CC(=C(C=C1)F)S(F)(F)(F)(F)F |r| rac-(3R,4S)-4-Amino-N-(4-fluoro-3-(pentafluoro-λ6-sulfaneyl)phenyl)tetrahydrofuran-3-carboxamide Hydrochloride